[Cl-].C(=C)C(CCN)C=1NC=CN1 1-vinyl-3-aminopropyl-imidazole chloride